N-(3α-hydroxy-4β-fluoro-6α-ethyl-7α-trimethylsiloxy-5β-cholan-24-yl)-cyclopropylsulfonamide O[C@H]1[C@@H]([C@H]2[C@H]([C@H]([C@H]3[C@@H]4CC[C@H]([C@@H](CCCNS(=O)(=O)C5CC5)C)[C@]4(CC[C@@H]3[C@]2(CC1)C)C)O[Si](C)(C)C)CC)F